C(C)C1=NC=CC(=C1)CNC1CN(CCC1)C(=O)OC(C)(C)C tert-butyl 3-{[(2-ethylpyridin-4-yl)methyl]amino}piperidine-1-carboxylate